N-(14-amino-3,6,9,12-tetraoxatetradecyl)4-(3-{4-[(3S,4R)-3-fluoro-1-methyl-4-piperidylamino]-1-(2,2,2-trifluoroethyl)-2-indolyl}-2-propynylamino)-3-anisamide NCCOCCOCCOCCOCCNC(C1=CC(=C(C=C1)NCC#CC=1N(C2=CC=CC(=C2C1)N[C@H]1[C@H](CN(CC1)C)F)CC(F)(F)F)OC)=O